C(C)(C)(C)P(C1=CC=C(N(C)C)C=C1)C(C)(C)C 4-ditertbutylphosphanyl-N,N-dimethyl-aniline